COC(=O)N1C[C@@H](OCC1)CC1=C(N=C2N1C=CC(=C2)C)C2=C(C=C(C=C2F)N2N=CC(=C2)[N+](=O)[O-])F (S)-2-((2-(2,6-difluoro-4-(4-nitro-1H-pyrazol-1-yl)phenyl)-7-methylimidazo[1,2-a]pyridin-3-yl)methyl)morpholine-4-carboxylic acid methyl ester